1,4-Bis(6-amino-2-benzoAzolyl)benzene NC1=CC2=C(C=C(N2)C2=CC=C(C=C2)C=2NC3=C(C2)C=CC(=C3)N)C=C1